C(C)N(CC(CC(=O)OCCCCCCCCCC)C)C(=O)OCC decyl 4-(ethyl(ethoxycarbonyl)amino)3-methylbutanoate